5-(5-Cyclohexyl-6-methoxy-pyridazin-3-yl)-1H-pyrimidine-2,4-dione C1(CCCCC1)C=1C=C(N=NC1OC)C=1C(NC(NC1)=O)=O